COC(COCCCCC)C propylene glycol n-amyl methyl ether